N-cyclopropyl-2-(difluoromethoxy)-6-methoxy-4-[7-(3-piperidyl)imidazo[1,2-a]pyridin-3-yl]benzamide C1(CC1)NC(C1=C(C=C(C=C1OC)C1=CN=C2N1C=CC(=C2)C2CNCCC2)OC(F)F)=O